C(C1=CC=CC=C1)NC(C)=S N-benzyl-thioacetamide